3-[(2S)-2-hydroxy-3-methoxy-3-oxo-propyl]Benzyl indole-1-carboxylate N1(C=CC2=CC=CC=C12)C(=O)OCC1=CC(=CC=C1)C[C@@H](C(=O)OC)O